C(C)(C)N1CCC2=C(CC1)C=C(C=C2)NC2=NC=CC(=N2)NC2=NC(=NC=C2)C2=NC(=CC=C2)C N2-(3-isopropyl-2,3,4,5-tetrahydro-1H-benzo[d]azepin-7-yl)-N4-(2-(6-methylpyridin-2-yl)pyrimidin-4-yl)pyrimidine-2,4-diamine